FC(C1=C(C=C2CCCN(C2=C1)C1=NN(C=2CCC(CC12)C(=O)NC)C1CCOCC1)C=1C=NN(C1)C)F 3-(7-(difluoromethyl)-6-(1-methyl-1H-pyrazol-4-yl)-3,4-dihydroquinolin-1(2H)-yl)-N-methyl-1-(tetrahydro-2H-pyran-4-yl)-4,5,6,7-tetrahydro-1H-indazole-5-carboxamide